crotonyl-S-CoA C/C=C/C(=O)SCCNC(=O)CCNC(=O)[C@@H](C(C)(C)COP(=O)([O-])OP(=O)([O-])OC[C@@H]1[C@H]([C@H]([C@@H](O1)N2C=NC3=C(N=CN=C32)N)O)OP(=O)([O-])[O-])O